CN(C(/C=C/CN([C@H](C(=O)NCCCOC=1C=C(C=CC1)NC=1C(=NC(=C(N1)NC1CCOCC1)CC)C(=O)N)C)C)=O)C (S,E)-3-((3-(3-(2-((4-(dimethylamino)-4-oxobut-2-en-1-yl)(methyl)amino)propanamido)propoxy)phenyl)amino)-6-ethyl-5-((tetrahydro-2H-pyran-4-yl)amino)pyrazine-2-carboxamide